ClC=1C=C2C(=NC(=NC2=C(C1C1=CC=C(C2=C1N=C(S2)N)F)F)OC[C@]21CCCN1C[C@@H](C2)F)N2CC(CCCC2)(F)F 4-(6-chloro-4-(3,3-difluoro-azepan-1-yl)-8-fluoro-2-(((2R,7aS)-2-fluorotetra-hydro-1H-pyrrolizin-7a(5H)-yl)methoxy)quinazolin-7-yl)-7-fluorobenzo[d]thiazol-2-amine